OC(CN1N=CC(=C1)C1=NC(=NC=C1C(F)(F)F)NC1CCN(CC1)S(=O)(=O)C1CN(C1)C(=O)OC(C)(C)C)(C)C tert-Butyl 3-((4-((4-(1-(2-hydroxy-2-methylpropyl)-1H-pyrazol-4-yl)-5-(trifluoromethyl)pyrimidin-2-yl)amino)piperidin-1-yl)sulfonyl)azetidine-1-carboxylate